trans-3-[(2,4-difluorobenzyl)oxy]-N-{2-fluoro-3-[6-oxo-4-(trifluoromethyl)-1,6-dihydropyrimidine-2-yl]-4-(trifluoromethyl)benzyl}cyclobutane-1-carboxamide FC1=C(CO[C@@H]2C[C@H](C2)C(=O)NCC2=C(C(=C(C=C2)C(F)(F)F)C=2NC(C=C(N2)C(F)(F)F)=O)F)C=CC(=C1)F